2-morpholinoquinolin-7-ol O1CCN(CC1)C1=NC2=CC(=CC=C2C=C1)O